ClC=1C(=CC2=C([C@@H]([C@](O2)(C2=CC=CC=C2)CNC(OC(C)(C)C)=O)O)C1B1OC(C(O1)(C)C)(C)C)F Tert-butyl (((2S,3S,4R)-5-chloro-6-fluoro-3-hydroxy-2-phenyl-4-(4,4,5,5-tetramethyl-1,3,2-dioxaborolan-2-yl)-2,3-dihydrobenzofuran-2-yl)methyl)carbamate